C1(=CC=C(C=C1)P(O)(=O)O)P(O)(=O)O 1,4-benzenediphosphonic acid